NC1=NC=CC(=C1Cl)OC1=C(C=C(C=C1)NC(=O)C=1C(=NN(C1C)C1=CC=CC=C1)C)F N-(4-((2-amino-3-chloropyridin-4-yl)oxy)-3-fluorophenyl)-3,5-dimethyl-1-phenyl-1H-pyrazole-4-carboxamide